dimethyl-(nonadecyl)amine CN(CCCCCCCCCCCCCCCCCCC)C